NCCCC(=O)NC1=CC=C(C=C1)C#CCN 4-amino-N-(4-(3-aminoprop-1-yn-1-yl)phenyl)butanamide